N-(((3S,4R)-1-(2-methoxyethoxy)-4-methyl-6-hepten-3-yl)sulfonyl)-3',4,4',5-tetrahydro-2'H-spiro[1,5-benzoxazepine-3,1'-naphthalene]-7-carboxamide COCCOCC[C@@H]([C@@H](CC=C)C)S(=O)(=O)NC(=O)C=1C=CC2=C(NCC3(CCCC4=CC=CC=C34)CO2)C1